2-bromo-6,7-dichloro-2,3-dihydro-1H-inden-1-ol BrC1C(C2=C(C(=CC=C2C1)Cl)Cl)O